NC1=NC=C(C=N1)C(=C)C1=NNC=C1 3-(1-(2-aminopyrimidin-5-yl)vinyl)-1H-pyrazole